ClC1=C2NC=C(CCN)C2=CC=C1 7-chlorotryptamine